pyrimidine-1-d N1(CN=CC=C1)[2H]